ethyl (E)-8-[6-[[[(1R,3R)-3-(tert-butoxycarbonylamino)-cyclohexanecarbonyl]amino]methyl]-5-chloro-pyrazin-2-yl]oct-7-enoate C(C)(C)(C)OC(=O)N[C@H]1C[C@@H](CCC1)C(=O)NCC1=C(N=CC(=N1)/C=C/CCCCCC(=O)OCC)Cl